(S)-ethyl 2-(2,6-dichloro-4-(3-chlorobenzylcarbamoyl) benzamido)-3-(3-((R)-2,3-dihydro-1H-inden-1-yl)ureido)propanoate ClC1=C(C(=O)N[C@H](C(=O)OCC)CNC(=O)N[C@@H]2CCC3=CC=CC=C23)C(=CC(=C1)C(NCC1=CC(=CC=C1)Cl)=O)Cl